4-acryloyloxy-4'-acetoxybenzil C(C=C)(=O)OC1=CC=C(C=C1)C(=O)C(=O)C1=CC=C(C=C1)OC(C)=O